ClC1=C(C(=O)NC2=C3C=NN(C3=CC=C2)C2=CC(=C(C=C2)OC)C(F)(F)F)C=C(C=C1)CNC(C(CO)(C)C)=O 2-chloro-5-{[(3-hydroxy-2,2-dimethylpropionyl)amino]methyl}-N-{1-[4-methoxy-3-(trifluoromethyl)phenyl]-1H-indazol-4-yl}benzamide